NCC(CC)O 1-aminobutan-2-ol